5-chloro-1-(1-(tetrahydro-2H-pyran-4-yl)piperidin-4-yl)-1H-pyrazol-4-amine ClC1=C(C=NN1C1CCN(CC1)C1CCOCC1)N